rac-(1S*,2S*)-N-(6-(((6-cyclopropyl-8-(3-methyl-2,4-dioxoimidazolidin-1-yl)imidazo[1,2-a]pyridin-2-yl)methyl)amino)pyrazin-2-yl)-2-(4-methylpyrimidin-2-yl)cyclopropane-1-carboxamide C1(CC1)C=1C=C(C=2N(C1)C=C(N2)CNC2=CN=CC(=N2)NC(=O)[C@@H]2[C@H](C2)C2=NC=CC(=N2)C)N2C(N(C(C2)=O)C)=O |r|